NC=1C=C(C=CC1OC)NC(CCl)=O N-(3-amino-4-methoxyphenyl)-2-chloroacetamide